C(C)C1=CC=C(C=N1)C=1N=C2N(N=C(C=C2)OC([2H])([2H])[2H])C1C(=O)O 2-(6-Ethylpyridin-3-yl)-6-(trideuteriomethoxy)imidazo[1,2-b]pyridazine-3-carboxylic Acid